FC=1C=C(C=C(C1)F)[B] (3,5-difluorophenyl)boron